FC(C(C(F)(F)F)(C1=CC(=CC=C1)C(C(F)(F)F)(C(F)(F)F)O)O)(F)F 1,3-bis(hexafluoro-hydroxyisopropyl)benzene